CN1OC([C@H]2[C@H]1[C@H](C[C@](C2)(C2=CC=CC=C2)C)C)(C)C |r| rac-(3ar,5r,7s,7ar)-1,3,3,5,7-pentamethyl-5-phenyloctahydrobenzo[c]isoxazole